Difluoropyrazole (S,E)-Methyl-(7-(dimethylamino)-1-((1-((4-isobutyl-1H-indol-2-yl)methyl)-2-oxo-1,2-dihydropyridin-3-yl)amino)-1,7-dioxohept-5-en-2-yl)carbamat CN(C(O)=O)[C@H](C(=O)NC=1C(N(C=CC1)CC=1NC2=CC=CC(=C2C1)CC(C)C)=O)CC\C=C\C(=O)N(C)C.FC1=CC(=NN1)F